C(C)(C)(C)[Si](C1=CC=CC=C1)(C1=CC=CC=C1)OC[C@@H]1OC(OC1)(C)C (R)-tert-butyl-((2,2-dimethyl-1,3-dioxolan-4-yl)methoxy)diphenylsilane